P(=O)#CC(C(=O)NC=1NC(C=2N=CN([C@H]3C[C@H](O)[C@@H](CO)O3)C2N1)=O)C phosphoryl-N2-isobutyryl-deoxyguanosine